di-iso-nonyl adipate C(CCCCC(=O)OCCCCCCC(C)C)(=O)OCCCCCCC(C)C